C(C)(C)C1=C(N=CN1CCCOC)C=C1C(NCC(N1)=O)=O 6-((5-isopropyl-1-(3-methoxypropyl)-1H-imidazol-4-yl)methylene)piperazine-2,5-dione